C(C)OC([C@](C\C=C\CC[C@H](C)O[Si](C1=CC=CC=C1)(C1=CC=CC=C1)C(C)(C)C)(C(F)(F)F)O)=O (2r,8s,e)-8-((tert-butyldiphenylsilyl)oxy)-2-hydroxy-2-(trifluoromethyl)non-4-enoic acid ethyl ester